5-(2,5-dichloropyrimidin-4-yl)-1-(4-fluorophenyl)pyridin-2(1H)-one ClC1=NC=C(C(=N1)C=1C=CC(N(C1)C1=CC=C(C=C1)F)=O)Cl